rac-(3aR,5R,7S,7aR)-5-(3,5-dimethylphenyl)-1,3,3,5,7-pentamethyl-octahydrobenzo[c]isoxazole CC=1C=C(C=C(C1)C)[C@]1(C[C@@H]2[C@H](N(OC2(C)C)C)[C@H](C1)C)C |r|